(S)-tert-butyl 4-(4-(bromomethyl)-3-(methoxycarbonyl)-5-(trifluoromethyl)benzyl)-3-isopropylpiperazine-1-carboxylate BrCC1=C(C=C(CN2[C@H](CN(CC2)C(=O)OC(C)(C)C)C(C)C)C=C1C(F)(F)F)C(=O)OC